(5s,7as)-5-((cyclopropylmethoxy)methyl)-2-methylenetetrahydro-1H-pyrrolizin C1(CC1)COC[C@H]1N2CC(C[C@@H]2CC1)=C